zinc indium-tin oxide [Sn]=O.[In].[Zn]